4-(1-((3,3-difluorocyclopentyl)methyl)-3-(difluoromethoxy)-4-methyl-1H-pyrazole-5-carboxamido)picolinamide FC1(CC(CC1)CN1N=C(C(=C1C(=O)NC1=CC(=NC=C1)C(=O)N)C)OC(F)F)F